FC(C1=NN(C=N1)CC1CC2(CN(C2)C(=O)N2CC3(C2)NC(CC3)=O)C1)(F)F 2-[6-[[3-(trifluoromethyl)-1,2,4-triazol-1-yl]methyl]-2-azaspiro[3.3]heptane-2-carbonyl]-2,5-diazaspiro[3.4]octan-6-one